tert-butyl ((1R)-1-(4-(8-(2-((3-((tert-butoxycarbonyl)amino)-5,5-difluoroheptyl)oxy)ethoxy)-[1,2,4]triazolo[1,5-a]pyrazin-6-yl)-5-methylpyridin-2-yl)ethyl)(ethyl)carbamate C(C)(C)(C)OC(=O)NC(CCOCCOC=1C=2N(C=C(N1)C1=CC(=NC=C1C)[C@@H](C)N(C(OC(C)(C)C)=O)CC)N=CN2)CC(CC)(F)F